BrC1=CC=2N(C=C1)C(=C(N2)C)C=2OC=CN2 2-(7-bromo-2-methyl-imidazo[1,2-a]pyridin-3-yl)oxazole